ClC1=CC2=C(N(C3=CC=C(C=C23)NC2=CC(=C(C=C2)Cl)Cl)CCNC(=N)N)N=C1 1-(2-(3-Chloro-6-((3,4-dichlorophenyl)amino)-9H-pyrido[2,3-b]indol-9-yl)ethyl)guanidine